C1=CC=C2C3=C(C(=C4C(=CC=5C=NC=NC5C4)C3=CC=C21)O)O cyclopenta[5,6]naphtho[1,2-g]quinazoline-4,5-diol